1-(4-(4-chloro-3-(oxetan-3-yloxy)phenyl)-5-(isopropylthio)thiazol-2-yl)-3-methyl-1H-pyrazole-5-carboxylic acid ClC1=C(C=C(C=C1)C=1N=C(SC1SC(C)C)N1N=C(C=C1C(=O)O)C)OC1COC1